1,2-ditetradecanoyl-sn-glycero-3-phospho-(1'-sn-glycerol) CCCCCCCCCCCCCC(=O)OC[C@H](COP(=O)(O)OC[C@H](CO)O)OC(=O)CCCCCCCCCCCCC